3-(6-chlorofuro[3,2-b]pyridin-3-yl)-N,N-dimethylaniline ClC=1C=C2C(=NC1)C(=CO2)C=2C=C(N(C)C)C=CC2